NC1=NN=C(S1)SCC(=O)NC[C@H]1CN(CCO1)CC1=CC(=C(C=C1)F)F (2S)-(5-amino-1,3,4-thiadiazol-2-ylthio)-N-{[4-(3,4-difluorobenzyl)morpholin-2-yl]methyl}acetamide